zirconium sulfate methoxide C[O-].S(=O)(=O)([O-])[O-].[Zr+3]